OC(C(=O)O)CCC(C)(C)C 2-hydroxy-5,5-dimethylhexanoic acid